C(C)(C)(C)[C@@H]1CC=2C=C3C(=NC2CC1)SC(=N3)C(=O)N[C@H](CCN3CCC(CC3)O)C3=CC(=CC=C3)C(=O)N3CC(C3)N3CCOCC3 |r| rac-(7S)-7-tert-butyl-N-[rac-(1R)-3-(4-hydroxy-1-piperidyl)-1-[3-(3-morpholinoazetidine-1-carbonyl)phenyl]propyl]-5,6,7,8-tetrahydrothiazolo[5,4-b]quinoline-2-carboxamide